Neodymium-Yttrium Aluminum [Al].[Y].[Nd]